tert-butyl 7-((1-(4-((2,6-dioxopiperidin-3-yl)amino)phenyl)piperidin-4-yl) methyl)-2,7-diazaspiro[4.4]nonane-2-carboxylate O=C1NC(CCC1NC1=CC=C(C=C1)N1CCC(CC1)CN1CC2(CCN(C2)C(=O)OC(C)(C)C)CC1)=O